CC1=NN(C(=C1B1OC(C(O1)(C)C)(C)C)C)C(=O)OC(C)(C)C tert-butyl 3,5-dimethyl-4-(4,4,5,5-tetramethyl-1,3,2-dioxaborolan-2-yl)pyrazole-1-carboxylate